cis-N-ethyl-2-(((cis-4-(2-fluorophenyl)cyclohexyl)oxy)-methyl)-3-((methylsulfonyl)amino)piperidine-1-carboxamide C(C)NC(=O)N1[C@H]([C@H](CCC1)NS(=O)(=O)C)CO[C@@H]1CC[C@@H](CC1)C1=C(C=CC=C1)F